BrCC=1C=CC2=C(N=C(S2)N(C(=O)OC(C)(C)C)C(=O)OC(C)(C)C)C1 5-bromomethyl-2-bis(tert-butoxycarbonyl)aminobenzothiazole